COCCOC1=CC=C(C=C1)COC1CC2(C(N3C(O2)CC[C@H]3C3=NC=CN=C3)=O)C1 (5'S)-3-{[4-(2-methoxyethoxy)phenyl]methoxy}-5'-(pyrazin-2-yl)tetrahydro-3'H-spiro[cyclobutane-1,2'-pyrrolo[2,1-b][1,3]oxazol]-3'-one